4-({3-[7-(aminocarbonyl)-2H-indazol-2-yl]benzoyl}amino)piperidinium trifluoroacetate FC(C(=O)[O-])(F)F.NC(=O)C1=CC=CC2=CN(N=C12)C=1C=C(C(=O)NC2CC[NH2+]CC2)C=CC1